COC=1C=C2C(=CC1)NC1=C2CCN2CCCC[C@H]12 (R)-9-methoxy-1,2,3,4,6,7,12,12b-octahydroindolo[2,3-a]quinolizine